C(=O)OCCC(C)C isoamyl format